ClC1=C(C=CC(=C1)F)[C@H]1C(=C(NC(=N1)C=1SC=CN1)CN1[C@@H](COCC1)C(=O)O)C(=O)OC (S)-4-[(R)-6-(2-Chloro-4-fluoro-phenyl)-5-methoxycarbonyl-2-thiazol-2-yl-3,6-dihydro-pyrimidin-4-ylmethyl]-morpholine-3-carboxylic acid